C(C)(C)(C)OC(=O)N1CC(C1)C=1C=CC(=NC1)CN1CCC(CC1)C(=O)OC methyl 1-((5-(1-(tert-butoxycarbonyl) azetidin-3-yl) pyridin-2-yl) methyl)-piperidine-4-carboxylate